NC1=NC2=CC=C(C=C2C=C1C)C(=O)N(CC1=NC=C(C=C1)C(F)(F)F)[C@H](C)C1CC1 2-amino-N-((1R)-1-cyclopropylethyl)-3-methyl-N-((5-(trifluoromethyl)-2-pyridinyl)methyl)-6-quinolinecarboxamide